C(C)(C)C=1C(=CC(=NC1)C1=C(N=C(S1)N)C1=NC=CC=C1)C(F)(F)F (5-isopropyl-4-(trifluoromethyl)pyridin-2-yl)-4-(pyridin-2-yl)thiazol-2-amine